4-{[2-(2-Azidoacetamido)ethyl]carbamoyl}-2-[4,7,10-tris(carboxymethyl)-1,4,7,10-tetraazacyclododecan-1-yl]butanoic acid N(=[N+]=[N-])CC(=O)NCCNC(=O)CCC(C(=O)O)N1CCN(CCN(CCN(CC1)CC(=O)O)CC(=O)O)CC(=O)O